1-((1s,3s)-3-((2-hydroxy-2-methylpropyl)amino)cyclobutyl)-3,3-dimethylindolin-2-one OC(CNC1CC(C1)N1C(C(C2=CC=CC=C12)(C)C)=O)(C)C